racemic-N-methyl-5-(4-(3-(6-methyl-1-oxo-1,2-dihydropyrrolo[1,2-a]pyrazin-3-yl)pyrrolidin-1-yl)piperidin-1-yl)picolinamide CNC(C1=NC=C(C=C1)N1CCC(CC1)N1C[C@@H](CC1)C=1NC(C=2N(C1)C(=CC2)C)=O)=O |r|